N[C@@H](C(=O)O)CC1=CC(=CC=C1)OC (R)-2-amino-3-(3-methoxyphenyl)propanoic acid